Propyl-heptanol guanosine-5'-monophosphate sodium salt [Na+].P(=O)([O-])(OC[C@@H]1[C@H]([C@H]([C@@H](O1)N1C=NC=2C(=O)NC(N)=NC12)O)O)OC(CCCCCC)CCC